CC(CC=1N(C=C(N1)C=1C=NC=CC1)C(=O)N)CC (2-methylbutyl)-4-(pyridin-3-yl)-1H-imidazole-1-carboxamide